BrC1=CC=C(C=C1)OCCCBr 1-bromo-4-(3-bromopropoxy)benzene